(2-chloro-3-phenylanilino)-6-formylbenzisoxazole ClC1=C(NC2=NOC3=C2C=CC(=C3)C=O)C=CC=C1C1=CC=CC=C1